FC1(CN[C@@H]2C(N(CC[C@@H]21)CC(C(=O)O)(C)C)=O)F 3-((3aS,7aS)-3,3-difluoro-7-oxohexahydro-1H-pyrrolo[2,3-c]pyridin-6(2H)-yl)-2,2-dimethylpropionic acid